[3-[4-(3-amino-3-methyl-but-1-ynyl)-2-fluoro-phenoxy]propyl]-2-(3-chloro-4-methyl-6,7-dihydro-5H-pyrido[2,3-c]pyridazin-8-yl)thiazole-4-carboxylic acid methyl ester COC(=O)C=1N=C(SC1CCCOC1=C(C=C(C=C1)C#CC(C)(C)N)F)N1CCCC2=C1N=NC(=C2C)Cl